4-ethyl-6-(4,4,5,5-tetramethyl-1,3,2-dioxaborolan-2-yl)-3,4-dihydroisoquinolin-1(2H)-one C(C)C1CNC(C2=CC=C(C=C12)B1OC(C(O1)(C)C)(C)C)=O